CC1=CC[C@@H](CC1)C(CC=O)C 3-((R)-4-methylcyclohex-3-en-1-yl)butanal